4-(3,4-dichlorophenyl)-N-(4-methoxyphenyl)-1,2,3,4-tetrahydronaphthalen-1-amine ClC=1C=C(C=CC1Cl)C1CCC(C2=CC=CC=C12)NC1=CC=C(C=C1)OC